ClC=1C=C(C=CC1)C=1SC2=C(N1)CC[C@@]1([C@H]3CC[C@]4([C@H]([C@@H]3CCC12)CCC4=O)C)C (5aR,5bS,7aS,10aS,10bR)-2-(3-chlorophenyl)-5a,7a-dimethyl-4,5,5a,5b,6,7,7a,9,10,10a,10b,11,12,12a-tetradecahydro-8H-cyclopenta[7,8]phenanthro[2,1-d]thiazol-8-one